3,4,6-Tri-O-acetyl-2-azido-2-deoxy-α-D-glucopyranosyl iodide C(C)(=O)O[C@@H]1[C@H]([C@H](O[C@@H]([C@H]1OC(C)=O)COC(C)=O)I)N=[N+]=[N-]